1-(6-(5-chloro-7-fluoro-6-(3-hydroxynaphthalen-1-yl)benzo[c]isothiazol-3-yl)-2,6-diazaspiro[3.3]heptane-2-yl)prop-2-en-1-one ClC1=CC=2C(=NSC2N2CC3(CN(C3)C(C=C)=O)C2)C(=C1C1=CC(=CC2=CC=CC=C12)O)F